OCCS(=O)(=O)C1=CC=C(OCC2CC(N(C2)C2CCC=3C=CC(=CC3C2)C#N)C)C=C1 7-[4-{[4-(2-hydroxyethanesulfonyl)phenoxy]methyl}-2-methylpyrrolidin-1-yl]-5,6,7,8-tetrahydronaphthalene-2-carbonitrile